2-bis(t-butyloxycarbonyl)amino-1-(3-methoxy-2,6-dimethylphenyl)-5-(3-methylureido)-1H-pyrrolo[2,3-b]pyridine-3-carbonitrile C(C)(C)(C)OC(=O)N(C1=C(C=2C(=NC=C(C2)NC(=O)NC)N1C1=C(C(=CC=C1C)OC)C)C#N)C(=O)OC(C)(C)C